(S)-7-(4-fluorobenzyl)-N-(2-hydroxyethyl)-2-methyl-2,3-dihydro-1H-pyrido[2,3-b][1,4]oxazine-6-carboxamide FC1=CC=C(CC2=CC3=C(OC[C@@H](N3)C)N=C2C(=O)NCCO)C=C1